5-(4-((5-(1,2-dihydroxyethyl)-3-ethyl-2,4-dioxo-1,2,3,4-tetrahydroquinazolin-7-yl)methyl)piperazin-1-yl)-N,6-dimethylpicolinamide OC(CO)C1=C2C(N(C(NC2=CC(=C1)CN1CCN(CC1)C=1C=CC(=NC1C)C(=O)NC)=O)CC)=O